L-γ-benzyloxycarbonylamino-α-hydroxybutyric acid C(C1=CC=CC=C1)OC(=O)NCC[C@@H](C(=O)O)O